bis-(1-chloro-2-propyl) phosphate P(=O)(OC(CCl)C)(OC(CCl)C)[O-]